1,2-difluoropropylene FC=C(C)F